4-methoxy-2-(4-(trifluoromethyl)phenyl)quinazoline-7-carboxylic acid COC1=NC(=NC2=CC(=CC=C12)C(=O)O)C1=CC=C(C=C1)C(F)(F)F